FC=1C=C(C=C(C1F)N1CC(C1)OCCOC)[C@H]1[C@@H](C1)C=1C=NC(=NC1)C1=NC=CC=N1 trans-5-(2-(3,4-difluoro-5-(3-(2-methoxyethoxy)azetidin-1-yl)phenyl)cyclopropyl)-2,2'-bipyrimidine